3-[4-[3-[4-[(3R,5R)-5-[(5-chloro-1-methyl-6-oxo-pyridazin-4-yl)amino]-1-methyl-3-piperidyl]benzoyl]-3,9-diazaspiro[5.5]undecan-9-yl]-2-methyl-phenyl]piperidine-2,6-dione ClC1=C(C=NN(C1=O)C)N[C@@H]1C[C@@H](CN(C1)C)C1=CC=C(C(=O)N2CCC3(CC2)CCN(CC3)C3=CC(=C(C=C3)C3C(NC(CC3)=O)=O)C)C=C1